1-(7-(6-chloro-7-(5-methyl-1H-indazol-4-yl)-2-(((S)-1-methylpyrrolidin-2-yl)methoxy)-8-(2,2,2-trifluoroethoxy)quinazolin-5-yl)-6-methyl-2,7-diazaspiro[3.5]nonan-2-yl)prop-2-en-1-one ClC=1C(=C2C=NC(=NC2=C(C1C1=C2C=NNC2=CC=C1C)OCC(F)(F)F)OC[C@H]1N(CCC1)C)N1C(CC2(CN(C2)C(C=C)=O)CC1)C